C(CCCC)OC1=CC=C(C=C1)C1=CC=C(C=C1)C1=CC=C(C(=O)N)C=C1 4-{4-[4-(pentyloxy)phenyl]phenyl}benzamide